FC(C=1C=C(C=CC1F)CC(=O)N1CCN(CC1)C=1C=CC=2N(N1)C=NN2)F 2-[3-(difluoromethyl)-4-fluorophenyl]-1-(4-{[1,2,4]triazolo[4,3-b]pyridazin-6-yl}piperazin-1-yl)ethan-1-one